(t-butyl)-L-aspartic acid (t-butyl)-t-butyl ester C(C)(C)(C)CC(C)(C)OC([C@@H](NC(C)(C)C)CC(=O)O)=O